(S)-2-(2,6-difluoro-4-((S)-3-(trifluoromethyl)morpholino)benzamido)-3-(8-(1-methyl-2,4-dioxo-1,4-dihydropyrido[3,4-d]pyrimidin-3(2H)-yl)imidazo[1,2-a]pyridin-5-yl)propionic acid FC1=C(C(=O)N[C@H](C(=O)O)CC2=CC=C(C=3N2C=CN3)N3C(N(C2=C(C3=O)C=CN=C2)C)=O)C(=CC(=C1)N1[C@@H](COCC1)C(F)(F)F)F